ethyl 2-(2-chlorobenzyl)-3-(phenylsulphinyl)propanoate ClC1=C(CC(C(=O)OCC)CS(=O)C2=CC=CC=C2)C=CC=C1